BrC1=CSC2=C1C(=NC=C2)NCC2=C(C=C(C=C2)OC)OC 3-bromo-N-(2,4-dimethoxybenzyl)thieno[3,2-c]pyridin-4-amine